2-(2,3-dihydro-1H-inden-2-yl)-N-((1S,2R)-3-((R)-3-fluoropyrrolidin-1-yl)-1-hydroxy-1-(5-methoxypyridin-2-yl)propan-2-yl)acetamide C1C(CC2=CC=CC=C12)CC(=O)N[C@@H]([C@@H](C1=NC=C(C=C1)OC)O)CN1C[C@@H](CC1)F